N-ethyl-4-amino-3,3-dimethylbutyl-trimethoxy-silane C(C)NCC(CC[Si](OC)(OC)OC)(C)C